3-(1-(tert-butoxycarbonyl)pyrrolidin-2-yl)-2,2-diphenylpropanoic acid C(C)(C)(C)OC(=O)N1C(CCC1)CC(C(=O)O)(C1=CC=CC=C1)C1=CC=CC=C1